N-([1,1'-biphenyl]-4-yl)-6-hydroxy-2-naphthamide C1(=CC=C(C=C1)NC(=O)C1=CC2=CC=C(C=C2C=C1)O)C1=CC=CC=C1